5-chloro-2-(4-{[(3R)-1-(2,2-difluoroethyl)piperidin-3-yl]amino}imidazo[1,5-d][1,2,4]triazin-1-yl)phenol ClC=1C=CC(=C(C1)O)C=1C=2N(C(=NN1)N[C@H]1CN(CCC1)CC(F)F)C=NC2